(3R,4R,5S)-4-acetylamino-3-(pent-3-yloxy)-5-(((5-(3,4,5-trimethoxyphenyl)-1,2,4-oxadiazol-3-yl)methyl)amino)cyclohex-1-ene-1-carboxylic acid C(C)(=O)N[C@H]1[C@@H](C=C(C[C@@H]1NCC1=NOC(=N1)C1=CC(=C(C(=C1)OC)OC)OC)C(=O)O)OC(CC)CC